Cl.FC([C@H](N)C1=C(C=CC=C1)OC)F (R)-2,2-difluoro-1-(2-methoxyphenyl)ethan-1-amine hydrochloride